CC(C(=O)OC)(C)NCCC1C(OCC1)=O methyl 2-methyl-2-[2-(2-oxotetrahydrofuran-3-yl)ethylamino]propanoate